N-(2-amino-1-methyl-2-oxoethyl)-5-[4,5-dihydro-5-(trifluoromethyl)-5-[3-(trifluoromethyl)phenyl]-3-isoxazolyl]-2-oxo-2H-1-benzopyran-8-carboxamide NC(C(C)NC(=O)C1=CC=C(C=2C=CC(OC21)=O)C2=NOC(C2)(C2=CC(=CC=C2)C(F)(F)F)C(F)(F)F)=O